C(=O)(C=1C(OC2=CC(=CC=C2C1)N(CC)CC)=O)C=1C(OC2=CC(=CC=C2C1)N(CC)CC)=O carbonylbis(7-diethylaminocoumarin)